FC(OC1=CC=C(C=C1)C1=CC=C(C=C1)COC1=C(N=NN1)C(=O)O)(F)F 5-((4'-(trifluoromethoxy)-[1,1'-biphenyl]-4-yl)methoxy)-1H-1,2,3-triazole-4-carboxylic acid